NC1=C(SC2=NC(=CC=C21)C)C(=O)N[C@@H]2CC=1C=NC(=NC1CC2)N2C[C@H]([C@@H](C2)C(F)F)N 3-amino-N-[(6S)-2-[(3S,4R)-3-amino-4-(difluoromethyl)pyrrolidin-1-yl]-5,6,7,8-tetrahydroquinazolin-6-yl]-6-methylthieno[2,3-b]pyridine-2-carboxamide